COC1(CC(C1)(C(=O)OC)C1=C(C=NC2=C(C(=CC=C12)F)C1=C(C(=CC(=C1)F)F)F)C(=O)OCC)OC Ethyl 4-(3,3-dimethoxy-1-(methoxycarbonyl)cyclobutyl)-7-fluoro-8-(2,3,5-trifluorophenyl)quinoline-3-carboxylate